2-(2-Cyclohexyl-6-(4-methylpiperazine-1-carbonyl)-7-oxopyrazolo[1,5-a]pyrimidin-4(7H)-yl)-N-(5-fluoropyridin-2-yl)acetamide C1(CCCCC1)C1=NN2C(N(C=C(C2=O)C(=O)N2CCN(CC2)C)CC(=O)NC2=NC=C(C=C2)F)=C1